NC1=NC=C(C2=C1C=NN2)NC(=O)C(=O)N(CC2=CC=CC1=CC=CC=C21)CC N-(4-amino-1H-pyrazolo[4,3-c]pyridin-7-yl)-N'-ethyl-N'-(1-naphthylmethyl)oxamide